N1C(=NC=C1)S(=O)(=O)N1C[C@H]([C@@H](C1)F)NC1=C2N=CN(C2=NC(=N1)N[C@@H](CO)C1CC1)CC |o1:10,11| (R)-2-((6-(((3R*,4R*)-1-((1H-imidazol-2-yl)sulfonyl)-4-fluoropyrrolidin-3-yl)amino)-9-ethyl-9H-purin-2-yl)amino)-2-cyclopropylethan-1-ol